2-(tert-butyl) 4-ethyl 8-oxa-2-azaspiro[4.5]decane-2,4-dicarboxylate C1N(CC(C12CCOCC2)C(=O)OCC)C(=O)OC(C)(C)C